benzothiazole-6-sulfonic acid (4-chloro-2-iodo-phenyl)-amide ClC1=CC(=C(C=C1)NS(=O)(=O)C1=CC2=C(N=CS2)C=C1)I